C(#N)OC1=CC=C(C=C1)C(C)(C)C1=CC=C(C=C1)OC#N bis(4-cyanooxyphenyl)propane